N-(6-chloro-3-(methylsulfonyl)-5-(2-nitrovinyl)pyridin-2-yl)trimethylacetamide ClC1=C(C=C(C(=N1)NC(C(C)(C)C)=O)S(=O)(=O)C)C=C[N+](=O)[O-]